bismaleimide triazineAt N1=NN=C(C=C1)C(=O)O.C1(C=CC(N1)=O)=O.C1(C=CC(N1)=O)=O